1,3-dimethylpyridine CN1CC(=CC=C1)C